(3S)-3-{[2-(3-methoxyphenyl)-9-methyl[1,2,4]triazolo[1,5-c]quinazolin-5-yl]amino}azepan-2-one COC=1C=C(C=CC1)C1=NN2C(=NC=3C=CC(=CC3C2=N1)C)N[C@@H]1C(NCCCC1)=O